FC1=CC=C(C=C1)C1=NC(=CC(=C1)C(C)(C)NC(OCC1=CC=CC=C1)=O)O[C@H]1[C@@H]2CNC[C@]12C |o1:28,29,33| benzyl rel-(2-(2-(4-fluorophenyl)-6-(((1R,5S,6S)-1-methyl-3-azabicyclo[3.1.0]hexan-6-yl)oxy)pyridin-4-yl)propan-2-yl)carbamate